4-(t-butylamino)-1-butanol C(C)(C)(C)NCCCCO